NC=1C=C(C=CC1)C=1C(=CC=C2C=NC(=NC12)NC1=CC=C(C=C1)N1CCOCC1)C 8-(3-aminophenyl)-7-methyl-N-(4-morpholinophenyl)quinazolin-2-amine